ClC=1C=C2C(=NC1)N(CC21CC(C1)OC)CC1=CC=C(C=C1)OC 5'-Chloro-3-methoxy-1'-(4-methoxybenzyl)spiro[cyclobutane-1,3'-pyrrolo[2,3-b]pyridin]